(S)-2-((7-(6-((4-cyano-2-fluorobenzyl)oxy)pyridin-2-yl)-5-fluoro-2,3-dihydrobenzofuran-4-yl)methyl)-4-methoxy-1-(oxetan-2-ylmethyl)-1H-benzo[d]imidazole-6-carboxylic acid C(#N)C1=CC(=C(COC2=CC=CC(=N2)C2=CC(=C(C=3CCOC32)CC3=NC2=C(N3C[C@H]3OCC3)C=C(C=C2OC)C(=O)O)F)C=C1)F